O=S1(CCC(CC1)NC1=C2C=C(N(C2=CC=C1)CC(F)(F)F)C#CCNC1=C(C=C(C=C1)C(C#N)(C)C)OC)=O 2-{4-[(3-{4-[(1,1-dioxo-1λ6-thian-4-yl)amino]-1-(2,2,2-trifluoroethyl)-1H-indol-2-yl}prop-2-yn-1-yl)amino]-3-methoxyphenyl}-2-methylpropanenitrile